tert-Butyl 4-[4-[7-fluoro-2-[1-[(6R)-6-fluoro-6,7-dihydro-5H-pyrrolo[1,2-c]imidazol-1-yl]-2-oxo-2-(thiazol-2-ylamino)ethyl]-3-oxo-isoindolin-5-yl]phenyl]piperazine-1-carboxylate FC=1C=C(C=C2C(N(CC12)C(C(NC=1SC=CN1)=O)C1=C2N(C=N1)C[C@@H](C2)F)=O)C2=CC=C(C=C2)N2CCN(CC2)C(=O)OC(C)(C)C